CC1(O[C@]2([C@@H](O1)[C@@H](O[C@@H]2CO)N2C=CC1=C2N=CN=C1C)C)C ((3aR,4R,6R,6aR)-2,2,3a-trimethyl-6-(4-methyl-7H-pyrrolo[2,3-d]pyrimidin-7-yl)tetrahydrofuro[3,4-d][1,3]dioxol-4-yl)methanol